(2S,3R)-1-(9H-fluoren-9-ylmethoxycarbonyl)-3-methyl-azetidine-2-carboxylic acid C1=CC=CC=2C3=CC=CC=C3C(C12)COC(=O)N1[C@@H]([C@@H](C1)C)C(=O)O